ClC1=CC=C(COCC(=O)C2=C(C=C(C=C2)C2=NOC(=N2)C(F)(F)F)F)C=C1 2-((4-chlorobenzyl)oxy)-1-(2-fluoro-4-(5-(trifluoromethyl)-1,2,4-oxadiazol-3-yl)phenyl)ethan-1-one